di(2-ethylhexyl) 4-dimethylaminophenyl phosphate P(=O)(OCC(CCCC)CC)(OCC(CCCC)CC)OC1=CC=C(C=C1)N(C)C